CNCCCN(CC(=O)OCCCCCCCCCCCCCC)CC(OCCCCCCCCCCCCCC)=O Tetradecyl 2-[3-Methylaminopropyl-(2-oxo-2-tetradecoxy-ethyl)amino]Acetate